5-Amino-1-cyclopentyl-3-(4-(2-oxo-2-((5-(1,1,1-trifluoro-2-methylpropan-2-yl)isoxazol-3-yl)amino)ethyl)phenyl)-1H-pyrazole-4-carboxamide NC1=C(C(=NN1C1CCCC1)C1=CC=C(C=C1)CC(NC1=NOC(=C1)C(C(F)(F)F)(C)C)=O)C(=O)N